C(C)(=O)O[C@H]1[C@@H](SC=2C=NC=C(C2)Br)O[C@@H]([C@@H]([C@@H]1N1N=NC(=C1)C=1N=C(SC1)C)OC(C)=O)COC(C)=O 5-Bromopyridin-3-yl 2,4,6-tri-O-acetyl-3-deoxy-3-[4-(2-methyl-4-thiazolyl)-1H-1,2,3-triazol-1-yl]-1-thio-alpha-D-galactopyranoside